ClC1=NC(=CC=C1C(=O)NS(=O)(=O)C=1C(=NN(C1)C)C)N1N=C(C=C1)O[C@@H]1[C@H]2CC[C@@H](C1)C2 2-chloro-N-(1,3-dimethylpyrazol-4-yl)sulfonyl-6-[3-[(1s,2s,4r)-norbornan-2-yl]oxypyrazol-1-yl]pyridine-3-carboxamide